COC(C(=O)[O-])C.[K+] potassium 2-methoxypropionate